FC(C1=NN(C(=C1)C(=O)OCC)C1=CC=CC=C1)F ethyl 3-(difluoromethyl)-1-phenyl-1H-pyrazole-5-carboxylate